ClC1=C(C(=CC=C1)[C@@H]1CN[C@H](CO1)C(C)C)NC(=O)N1CCC(CC1)(C)C1=NOC(=N1)C1CC1 |r| Rac-N-{2-chloro-6-[(2R,5S)-5-(propan-2-yl)morpholin-2-yl]phenyl}-4-(5-cyclopropyl-1,2,4-Oxadiazol-3-yl)-4-methylpiperidine-1-carboxamide